4,5-dibromo-2-methylpyridazin-3-one BrC=1C(N(N=CC1Br)C)=O